N1(N=NC2=C1C=CC=C2)CC(=O)N(C2=CC=C(C=C2)C=2CNC(C2)=O)CC2=CC(=CC(=C2)F)F 2-(benzotriazol-1-yl)-N-[(3,5-difluorophenyl)methyl]-N-[4-(5-oxo-1,2-dihydropyrrol-3-yl)phenyl]acetamide